ClC1=CC=C(C=C1)C1CC(C=2C(C(=C(NC2C1)C)C(=O)OC)C1=CC(=CC=C1)O)=O methyl 7-(4-chlorophenyl)-4-(3-hydroxyphenyl)-2-methyl-5-oxo-1,4,5,6,7,8-hexahydroquinoline-3-carboxylate